2-(4-nitrophenyl)propionitrile [N+](=O)([O-])C1=CC=C(C=C1)C(C#N)C